C1CC12CNC[C@H]2NC(OC(C)(C)C)=O (S)-tert-butyl 5-azaspiro[2.4]hept-7-ylcarbamate